CC=1C=C(C=C(C1)C)NC(OCC=1C=C2C(N(CC2=C(C1)F)C1C(NC(CC1)=O)=O)=O)=O (2-(2,6-dioxopiperidin-3-yl)-7-fluoro-3-oxoisoindolin-5-yl)methyl (3,5-dimethylphenyl)carbamate